C[C@]12[C@H](N(C=3N=C(N=CC31)NC3=CC=C(C=C3)N3CCOCC3)C3=NC(=CC=C3)CNC)CCOC2 (4bR,8aR)-4b-methyl-9-(6-((methylamino)methyl)pyridin-2-yl)-N-(4-morpholinophenyl)-4b,5,7,8,8a,9-hexahydropyrano[3',4':4,5]pyrrolo[2,3-d]pyrimidin-2-amine